ethyl 2-amino-5-methyl-furan-3,4-dicarboxylate NC=1OC(=C(C1C(=O)OCC)C(=O)[O-])C